2-[(1-methyl-1H-pyrazol-4-yl)amino]-4-[[2-(tetrahydro-2H-pyran-4-yl)ethyl]amino]pyrimidine-5-carboxamide CN1N=CC(=C1)NC1=NC=C(C(=N1)NCCC1CCOCC1)C(=O)N